ClC1=C(C=CC=C1)C1(N=C(C(=N1)C1=CC=C(C=C1)F)C1=CC=C(C=C1)F)C1(N=C(C(=N1)C1=CC=C(C=C1)F)C1=CC=C(C=C1)F)C1=C(C=CC=C1)Cl bis(o-chlorophenyl)-4,4',5,5'-tetrakis(p-fluorophenyl)biimidazole